2-(((2-cyclopropyl-1,3-dioxoisoindolin-5-yl) oxy) methyl)-3-fluoroallylcarbamate C1(CC1)N1C(C2=CC=C(C=C2C1=O)OCC(CNC([O-])=O)=CF)=O